4-(2-fluorophenyl)-3-thiosemicarbazide FC1=C(C=CC=C1)NC(NN)=S